(2S,4R)-4-fluoro-1-(3,3,3-trifluoro-2,2-dimethylpropanoyl)pyrrolidine-2-carboxylic acid F[C@@H]1C[C@H](N(C1)C(C(C(F)(F)F)(C)C)=O)C(=O)O